C(=O)O.C(=O)O.COC1=CC=C(C=N1)CCN[C@@H](C1=CC=CC=C1)[C@H]1CNC2=C(N1)N=CC(=C2)C=2C=NN(C2)C |o1:24| 2-(6-methoxypyridin-3-yl)-N-((S)-((R or S)-7-(1-methyl-1H-pyrazol-4-yl)-1,2,3,4-tetrahydropyrido[2,3-b]pyrazin-3-yl)(phenyl)methyl)ethanamine diformate